(1R,4R)-4-(methoxycarbonyl)cyclohexanecarboxylic acid COC(=O)C1CCC(CC1)C(=O)O